3,6,6,9-Tetramethyl-7,8,9,10-tetrahydro-6H-benzo[c]chromen-1-ol CC=1C=C(C=2C3=C(C(OC2C1)(C)C)CCC(C3)C)O